N1,N3-bis(4-chloro-2-methylphenyl)-2-(hydroxyimino)malonamide ClC1=CC(=C(C=C1)NC(C(C(=O)NC1=C(C=C(C=C1)Cl)C)=NO)=O)C